tert-butyl 2-(3-chlorophenyl)-3-(3-methyl-1-{[2-(trimethylsilyl)ethoxy]methyl}-1H-pyrrolo[2,3-b]pyridin-4-yl)-6,7-dihydropyrazolo[1,5-a]pyrazine-5(4H)-carboxylate ClC=1C=C(C=CC1)C1=NN2C(CN(CC2)C(=O)OC(C)(C)C)=C1C1=C2C(=NC=C1)N(C=C2C)COCC[Si](C)(C)C